((1R,2R)-cyclohexane-1,2-diyl)bisacrylamide [C@H]1([C@H](CCCC1)C=CC(=O)N)C=CC(=O)N